3,11-dimethyl-4,7,10-triaza-3,10-tridecadiene CC(CC)=NCCNCCN=C(CC)C